methyl-1-(4-((7-(8-methyl-2,3-dihydro-1H-pyrido[2,3-b][1,4]oxazin-7-yl)-5,6,7,8-tetrahydropyrido[3,4-d]pyrimidin-2-yl)amino)benzyl)azetidin-3-ol CC1N(CC1O)CC1=CC=C(C=C1)NC=1N=CC2=C(N1)CN(CC2)C2=C(C1=C(OCCN1)N=C2)C